1-(4-fluoro-2-pyridinyl)-8-chloro-6-fluoro-1,4-dihydro-7-(3-methylpiperazin-1-yl)-4-oxo-3-quinolinecarboxylic acid FC1=CC(=NC=C1)N1C=C(C(C2=CC(=C(C(=C12)Cl)N1CC(NCC1)C)F)=O)C(=O)O